2-Methylene-tetrahydrofuran C=C1OCCC1